3-chloro-N,N-dimethylpropan-1-amine hydrochloride Cl.ClCCCN(C)C